C1(=CC=CC=C1)OC(C)COC(C)COC(C)CO Tripropylenglycol monophenyl ether